N1C2=C(OCC1)N=CC(=C2)S(=O)(=O)Cl 2,3-dihydro-1H-pyrido[2,3-b][1,4]Oxazine-7-sulfonyl chloride